C(C)(C)[Si](C1=CC(=C(S1)C=1SC(=CC1)[Si](C(C)C)(C(C)C)C(C)C)C1(C2=CC(=CC=C2C=2C=CC(=CC12)Br)Br)O)(C(C)C)C(C)C 9-(5,5'-bis(triisopropylsilyl)-[2,2'-bithiophene]-3-yl)-2,7-dibromo-9H-fluoren-9-ol